ClC1=NC(=CC(=N1)\C=C\OCC)C 2-chloro-4-[(E)-2-ethoxyvinyl]-6-methylpyrimidine